N-(2-bromophenyl)-2-fluorothiobenzamide BrC1=C(C=CC=C1)NC(C1=C(C=CC=C1)F)=S